C(#N)[C@H]1N(CCC1)C(CN1C[C@H](CC1)C(=O)NC1=CC=NC2=CC=CC=C12)=O (S)-1-(2-((S)-2-cyanopyrrolidin-1-yl)-2-oxoethyl)-N-(quinolin-4-yl)pyrrolidine-3-carboxamide